(S)-octa-hydropyrrolo[1,2-a]pyrazine C1[C@H]2N(CCN1)CCC2